NC1=C(C(=O)O)C=CC=N1.C(C(=C)C)(=O)OCCC[Si](C)(C)C gamma-(methacryloxy)propyltrimethylsilane aminonicotinate